(S)-4-amino-N-(5-fluoro-2,3-dihydrobenzofuran-3-yl)-N,3-dimethylimidazo[1,5-a]quinoxaline-8-carboxamide NC=1C=2N(C3=CC(=CC=C3N1)C(=O)N(C)[C@@H]1COC3=C1C=C(C=C3)F)C=NC2C